The molecule is a phosphatidylethanolamine in which the phosphatidyl acyl group at C-1 and C-2 is stearoyl. It derives from an octadecanoic acid. It is a conjugate base of a 1,2-distearoylphosphatidylethanolaminium. It is a tautomer of a 1,2-distearoylphosphatidylethanolamine zwitterion. CCCCCCCCCCCCCCCCCC(=O)OCC(COP(=O)(O)OCCN)OC(=O)CCCCCCCCCCCCCCCCC